C1=CC=C2C(=C1)C(=O)OC2(C3=CC(=C(C(=C3)I)O)I)C4=CC(=C(C(=C4)I)O)I 3',3'',5',5''-tetraiodophenolphthalein